5-(((R)-tert-butylsulfinyl)amino)-5,7-dihydrospiro[cyclopenta[b]pyridine-6,4'-piperidine]-1'-carboxylic acid tert-butyl ester C(C)(C)(C)OC(=O)N1CCC2(CC1)C(C=1C(=NC=CC1)C2)N[S@](=O)C(C)(C)C